N-(2,5-difluoro-3-(5-((1S,2R)-2-fluorocyclopropyl)-1,2,4-oxadiazol-3-yl)-6-methylphenyl)-7-methylimidazo[1,2-a]pyridine-3-carboxamide FC1=C(C(=C(C=C1C1=NOC(=N1)[C@H]1[C@@H](C1)F)F)C)NC(=O)C1=CN=C2N1C=CC(=C2)C